(1-(2-Fluoro-4-nitrophenyl)piperidin-4-yl)methanol FC1=C(C=CC(=C1)[N+](=O)[O-])N1CCC(CC1)CO